C(CCC)C(=CCCC(=O)O)CCCC 5-butylnon-4-enoic acid